COC(=O)N1[C@@H]([C@H](C[C@H]1C)S(=O)(=O)C)COC1CC2CC2(CC1)C1=NC=C(C(=N1)OC)Cl (2r,3s,5r)-2-(((6-(5-chloro-4-methoxypyrimidin-2-yl)bicyclo[4.1.0]hept-3-yl)oxy)methyl)-5-methyl-3-(methylsulfonyl)pyrrolidine-1-carboxylic acid methyl ester